C(C)N(CCCC1=C(N=C2SC3=C(N21)C=CC(=C3)C(=O)N)C3=CC=C(C=C3)N3CCOCC3)CC (3-(diethylamino)propyl)-2-(4-morpholinylphenyl)benzo[d]imidazo[2,1-b]thiazole-7-carboxamide